Cl.NC=1C=C(C2=C(C(=CB(O2)O)C(C)C)C1)Cl 6-amino-8-chloro-4-isopropyl-2H-benzo[e][1,2]oxaborinin-2-ol hydrochloride